FC(C(F)(F)F)([C@]1(CN(CC1)C(C)(C)C=1C=NC(=CC1)C)CCC=1SC(=CC1)F)NC(OC(C)C)=O |o1:6| isopropyl (1,2,2,2-tetrafluoro-1-((R or S)-3-(2-(5-fluoro-thiophen-2-yl)ethyl)-1-(2-(6-methylpyridin-3-yl)propan-2-yl)pyrrolidin-3-yl)ethyl)carbamate